(2E)-3-[8-fluoro-6-hydroxy-7-(1,1,4-trioxo-1λ6,2,5-thiadiazolidin-2-yl)naphthalen-2-yl]prop-2-enenitrile FC=1C(=C(C=C2C=CC(=CC12)/C=C/C#N)O)N1S(NC(C1)=O)(=O)=O